OC1=CC=C(C=C1)C=1NC(=C2N(C1)C(C(=N2)C)=O)I 6-(4-hydroxyphenyl)-8-iodo-2-methylimidazo[1,2-a]pyrazin-3(7H)-one